(2E,2'E)-diethyl 3,3'-(((3,5-dioxoheptane-1,7-diyl)bis(2-methoxy-4,1-phenylene))bis(oxy))diacrylate O=C(CCC1=CC(=C(C=C1)O/C=C/C(=O)OCC)OC)CC(CCC1=CC(=C(C=C1)O/C=C/C(=O)OCC)OC)=O